[Cl-].C(C)[N+]1(CCCC1)C 1-ethyl-1-methylpyrrolidinium chloride